[Na+].S(=O)(=O)([O-])CCCCOCCCCS(=O)(=O)[O-].[Na+] sulfobutylether sodium salt